zinc-oxide tin [Sn+4].[O-2].[Zn+2].[O-2].[O-2]